2-(di-methylamino)-1-(2-(4-phenyl-1H-imidazol-2-yl)piperidin-1-yl)propan-1-one CN(C(C(=O)N1C(CCCC1)C=1NC=C(N1)C1=CC=CC=C1)C)C